3-(3-(4-fluorophenyl)-4-oxo-3,4-dihydrophthalazin-1-yl)-N-((tetrahydro-2H-pyran-2-yl)oxy)benzamide FC1=CC=C(C=C1)N1N=C(C2=CC=CC=C2C1=O)C=1C=C(C(=O)NOC2OCCCC2)C=CC1